4-(((2-(4-Isopropoxyphenyl)thiazol-5-yl)methyl)amino)-6-(trifluoromethyl)-[2,3'-bipyridine]-6'-carbonitrile C(C)(C)OC1=CC=C(C=C1)C=1SC(=CN1)CNC1=CC(=NC(=C1)C(F)(F)F)C=1C=NC(=CC1)C#N